OC1=C(C(=CC(=C1)C)C)C1=CC=C(N=N1)N1C[C@H](OCC1)CNC(OC(C)(C)C)=O tert-butyl N-[[(2R)-4-[6-(2-hydroxy-4,6-dimethyl-phenyl)pyridazin-3-yl]morpholin-2-yl]methyl]carbamate